ClC1=C(C=CC=C1)CC(=O)NC1=CC(=C(C=C1)N1N=CC(=C1)C(C)(C)O)S(N)(=O)=O 2-(2-Chlorophenyl)-N-{4-[4-(2-hydroxy-prop-2-yl)-1H-pyrazol-1-yl]-3-sulfamoylphenyl}acetamide